ClC=1C=C(C=CC1F)NC(=O)C=1N(C(=C2C1CCC2NC(OCC2=NN(C=N2)C)=O)C)C.CNCC2=CC(=CC=C2)CNC dimethyl meta-xylylenediamine (1-methyl-1H-1,2,4-triazol-3-yl)methyl (1-((3-chloro-4-fluorophenyl)carbamoyl)-2,3-dimethyl-2,4,5,6-tetrahydrocyclopenta[c]pyrrol-4-yl)carbamate